2-((4-((R)-2-(4-chloro-2-fluorophenyl)-2,3-dihydrobenzo[b][1,4]dioxin-5-yl)piperidin-1-yl)methyl)-3-(((S)-oxetan-2-yl)methyl)-3H-imidazo[4,5-b]pyridine-5-carboxylic acid ClC1=CC(=C(C=C1)[C@@H]1COC2=C(O1)C=CC=C2C2CCN(CC2)CC2=NC=1C(=NC(=CC1)C(=O)O)N2C[C@H]2OCC2)F